mono-potassium brassylate C(CCCCCCCCCCCC(=O)O)(=O)[O-].[K+]